C12C(C3CC(CC(C1)C3)C2)NCCOCCOCCSC2=C3CN(C(C3=CC=C2)=O)C2C(NC(CC2)=O)=O 3-(4-((2-(2-(2-((adamantan-2-yl)amino)ethoxy)ethoxy)ethyl)thio)-1-oxoisoindolin-2-yl)piperidine-2,6-dione